NC1=NC=2C=C(C(=CC2C2=C1C=NN2C)C(=O)N(CC2=NC=C(C=C2)C(F)(F)F)N2C(OCC2)=O)F 4-amino-7-fluoro-1-methyl-N-(2-oxooxazolidin-3-yl)-N-((5-(trifluoromethyl)pyridin-2-yl)methyl)-1H-pyrazolo[4,3-c]quinoline-8-carboxamide